tert-Butyl 4-hydroxy-3,3-dimethyl-4-((5-(oxazol-2-yl)-2-oxo-4-phenylpyridin-1(2H)-yl)methyl)piperidine-1-carboxylate OC1(C(CN(CC1)C(=O)OC(C)(C)C)(C)C)CN1C(C=C(C(=C1)C=1OC=CN1)C1=CC=CC=C1)=O